6-fluoro-1-(4-fluoro-3-methyl-phenyl)-2-isopropyl-5-methoxy-indole FC1=C(C=C2C=C(N(C2=C1)C1=CC(=C(C=C1)F)C)C(C)C)OC